N-[2-[(6-bromo-4-methyl-3-pyridinyl)sulfonylamino]-3-methyl-phenyl]carbamic acid tert-butyl ester C(C)(C)(C)OC(NC1=C(C(=CC=C1)C)NS(=O)(=O)C=1C=NC(=CC1C)Br)=O